3-(difluoromethoxy)-1H-pyrazole-5-carboxylic acid FC(OC1=NNC(=C1)C(=O)O)F